(S)-3-(2',4'-difluoro-5-methylbiphenyl-3-yl)-3-(3-(4-hydroxy-1,6-dimethyl-2-oxo-1,2-dihydropyridin-3-yl)ureido)propionic acid ethyl ester C(C)OC(C[C@H](NC(=O)NC=1C(N(C(=CC1O)C)C)=O)C=1C=C(C=C(C1)C)C1=C(C=C(C=C1)F)F)=O